1-benzyl-2-(4-nitrophenyl)-benzo[d]imidazole C(C1=CC=CC=C1)N1C(=NC2=C1C=CC=C2)C2=CC=C(C=C2)[N+](=O)[O-]